6-benzyloxyhexyl-1,3-dibromopropane C(C1=CC=CC=C1)OCCCCCCC(CCBr)Br